ClC=1C=CC(=C(C1)C1=NN(C=C1NC(=O)C=1C=NN2C1N=CC=C2)CC2CCNCC2)OC N-(3-(5-chloro-2-methoxyphenyl)-1-(piperidin-4-ylmethyl)-1H-pyrazol-4-yl)pyrazolo[1,5-a]pyrimidine-3-carboxamide